ClC=1C=C2C(=CC1)N(C(C21CCN(CC1)CCOC1=CC(=C(C=C1)S(=O)(=O)C)C(F)F)=O)CCO 5-chloro-1'-{2-[3-(difluoromethyl)-4-methanesulfonylphenoxy]ethyl}-1-(2-hydroxyethyl)-1,2-dihydrospiro[indole-3,4'-piperidin]-2-one